N-(4-((3-((7-oxa-2-azaspiro[3.5]nonan-2-yl)methyl)-2-aminopyridin-4-yl)oxy)-3-fluorophenyl)-1-(3-fluoropyridin-2-yl)-5-(trifluoromethyl)-1H-pyrazole-4-carboxamide C1N(CC12CCOCC2)CC=2C(=NC=CC2OC2=C(C=C(C=C2)NC(=O)C=2C=NN(C2C(F)(F)F)C2=NC=CC=C2F)F)N